2-Mercapto-methylpyrazine SC1=NC=CN=C1C